BrC1=CC=C(C(=N1)C)N[C@H](C)C=1C=C(C=C2C(C(=C(OC12)C1=CC=CC=C1)C)=O)C 8-[(1R)-1-[(6-Bromo-2-methyl-3-pyridyl)amino]ethyl]-3,6-dimethyl-2-phenyl-chromen-4-one